bis[4-(4-maleimidophenoxy)phenyl] ketone C1(C=CC(N1C1=CC=C(OC2=CC=C(C=C2)C(=O)C2=CC=C(C=C2)OC2=CC=C(C=C2)N2C(C=CC2=O)=O)C=C1)=O)=O